5-{6-[2-(2,4-Dimethyl-indol-1-yl)-ethylamino]-pyrimidin-4-yl}-3-isopropoxy-thiophen CC=1N(C2=CC=CC(=C2C1)C)CCNC1=CC(=NC=N1)C1=CC(=CS1)OC(C)C